ClC1=C(C(=CC=C1C(=O)C=1C(=NN(C1O)C)C1CC1)C(F)(F)F)N1C(CCCC1)=O 1-(2-chloro-3-(3-cyclopropyl-5-hydroxy-1-methyl-1H-pyrazole-4-carbonyl)-6-(trifluoromethyl)phenyl)piperidin-2-one